FC1(C2(CN(C2)C(=O)OC(C)(C)C)CCNC1)F tert-butyl 5,5-difluoro-2,7-diazaspiro[3.5]nonane-2-carboxylate